NC=1C(=C(C=CC1)[C@]1(N/C(/N(C(C1)=O)C1CC(C1)(O)CC)=N\C(OC(C)(C)C)=O)C)Cl tert-Butyl (NE)-N-[(4S)-4-(3-amino-2-chlorophenyl)-1-(3-ethyl-3-hydroxycyclobutyl)-4-methyl-6-oxohexahydropyrimidin-2-ylidene]carbamate